ethyl (Z)-3-(2-chlorophenyl)-2-((phenylthio)methyl)acrylate ClC1=C(C=CC=C1)\C=C(\C(=O)OCC)/CSC1=CC=CC=C1